3-(2-(benzyloxy)-4-fluorophenyl)-4-methyl-6-((1-methylpiperidin-3-yl)methyl)pyridazine C(C1=CC=CC=C1)OC1=C(C=CC(=C1)F)C=1N=NC(=CC1C)CC1CN(CCC1)C